CC(CC)C(CCC)C 3,4-dimethyl-heptane